CC1=CCC(C([C@H]1OC(C)OCCOC=C)C)C (6R)-1,4,5-trimethyl-6-[1-(2-vinyloxyethoxy)ethoxy]cyclohexene